C5-Propynyl-Cytidin C(#CC)C=1C(=NC(N([C@H]2[C@H](O)[C@H](O)[C@@H](CO)O2)C1)=O)N